N-(4-cyanoindan-1-yl)-acetamide C(#N)C1=C2CCC(C2=CC=C1)NC(C)=O